F[C@H]1[C@H](CNC1)NC(C)=O N-((3S,4R)-4-fluoropyrrolidin-3-yl)acetamide